6-(4-(2-azidopropan-2-yl)-2-(6-methylpyridin-2-yl)-1H-imidazol-1-yl)imidazo[1,2-a]pyridine-3-carbonitrile N(=[N+]=[N-])C(C)(C)C=1N=C(N(C1)C=1C=CC=2N(C1)C(=CN2)C#N)C2=NC(=CC=C2)C